C(C)(C)(C)C1CCN(CC1)C(=O)NC1=CC(=C(C=C1)C=1C=C2C=NN(C2=CC1)C)C=1N=NN(N1)C(C1=CC=CC=C1)(C1=CC=CC=C1)C1=CC=CC=C1 4-(tert-butyl)-N-(4-(1-methyl-1H-indazol-5-yl)-3-(2-trityl-2H-tetrazol-5-yl)phenyl)piperidine-1-carboxamide